P(=O)(OC(CCCCCC)CC)(OC(CCCCCC)CC)OC(CCCCCC)CC tri(ethylheptyl) phosphate